O1N=CC=C1C1=C(O[C@H]2C[C@H](CC2)NC(OC(C)(C)C)=O)C=CC(=C1OC)C tert-Butyl ((1S,3R)-3-(2-(isoxazol-5-yl)-3-methoxy-4-methylphenoxy)cyclopentyl)carbamate